OC1CCC(CC1)NC(=O)C=1C=NC2=CC=C(C=C2C1NC(C)C)C=1C=NNC1 N-((1r,4r)-4-hydroxycyclohexyl)-4-(isopropylamino)-6-(1H-pyrazol-4-yl)quinoline-3-carboxamide